ClC1=CC=C(C=C1)C1=NOC(=N1)N1CCNCC1 3-(4-chlorophenyl)-5-(piperazin-1-yl)-1,2,4-oxadiazole